(E)-N,N-Dimethyl-4-((R)-3-((5-((Z)-4,4,4-trifluoro-1-(3-fluoro-1H-indazol-5-yl)-2-phenylbut-1-en-1-yl)pyridin-2-yl)oxy)piperidin-1-yl)but-2-enamide CN(C(\C=C\CN1C[C@@H](CCC1)OC1=NC=C(C=C1)\C(=C(\CC(F)(F)F)/C1=CC=CC=C1)\C=1C=C2C(=NNC2=CC1)F)=O)C